C1(CC1)C=1C=C(CC[C@]2(CN(CCC2)C2=CC(=C(C(=C2)F)S(=O)(=O)NC2=NC=NC=C2)F)N(C)C)C=CC1 (S)-4-(3-(3-cyclopropylphenethyl)-3-(dimethylamino)piperidin-1-yl)-2,6-difluoro-N-(pyrimidin-4-yl)benzenesulfonamide